4-amino-N-methyl-N-((3S)-6-(pentafluoro-lambda6-sulfanyl)-2,3-dihydro-1-benzofuran-3-yl)-1,3-dihydrofuro[3,4-c][1,7]naphthyridine-8-carboxamide NC1=NC=2C=NC(=CC2C2=C1COC2)C(=O)N([C@@H]2COC1=C2C=CC(=C1)S(F)(F)(F)(F)F)C